1-(BUT-3-EN-2-YL)PIPERIDINE-4-CARBALDEHYDE CC(C=C)N1CCC(CC1)C=O